C1(CC1)C=1C=C2C(=C(N1)[C@H](C)NC1CCC1)NN=C2C2=CC(=CC=C2)C2(COC2)CC2=NN=CN2C N-{(1S)-1-[5-cyclopropyl-3-(3-{3-[(4-methyl-4H-1,2,4-triazol-3-yl)methyl]oxetan-3-yl}phenyl)-1H-pyrazolo[3,4-c]pyridin-7-yl]ethyl}cyclobutanamine